α,α-dibutoxyacetophenone C(CCC)OC(C(=O)C1=CC=CC=C1)OCCCC